(5-chloro-6-(2H-1,2,3-triazol-2-yl)pyridin-3-yl)-5-(trifluoromethyl)-1H-pyrazole-4-carboxamide ClC=1C=C(C=NC1N1N=CC=N1)N1N=CC(=C1C(F)(F)F)C(=O)N